C(CCC)C1=CC=C(NC2=CC(=C(C=3C(C4=C(C=C(C(=C4C(C23)=O)O)Br)N)=O)O)Br)C=C1 1-(4-butylanilino)-5-amino-4,8-dihydroxy-3,7-dibromoanthraquinone